C(CCCC(=O)O)C(=O)O.C1(=CC=CC=C1)OC1=CC=CC=C1 diphenyl ether butylenediformate